3-bromo-N,N-dimethylimidazo[1,2-b]pyridazin-6-amine BrC1=CN=C2N1N=C(C=C2)N(C)C